C(C)O[Si](CCCSP(OCCC[Si](OCC)(OCC)OCC)(=S)C)(OCC)OCC bis-(3-triethoxysilyl-1-propyl)methyldithiophosphonate